2,3-DIHYDRO-1H-PYRROLIZINE C1CCN2C=CC=C12